O1N=NC(C1)=O Oxadiazolon